3-(Hydroxymethyl)-4-(1H-pyrazol-1-yl)pyrrolidine-1-carboxylic acid tert-butyl ester C(C)(C)(C)OC(=O)N1CC(C(C1)N1N=CC=C1)CO